C(C)OC(=O)C=1SC2=C(C1)C=CC(=C2)N2CCN(CC2)C 6-(4-methylpiperazin-1-yl)-1-benzothiophene-2-carboxylic acid ethyl ester